FC1=CC=C(C=C1)N1CC2(CN(C2)CCCCCN2C(NC3=C2C=CC=C3)=O)C1 1-(5-(6-(4-fluorophenyl)-2,6-diazaspiro[3.3]heptan-2-yl)pentyl)-1H-benzo[d]imidazol-2(3H)-one